C(C)N(C(=O)C1=C(C=CC(=C1)F)N1C=C(C=2C1=CN=CC2)C(=O)C2CCN(CC2)C(=O)[C@H]2N(C1CCC2CC1)C(=O)OC(C)(C)C)C(C)C tert-Butyl (S)-3-(4-(1-(2-(ethyl(isopropyl)carbamoyl)-4-fluorophenyl)-1H-pyrrolo[2,3-c]pyridine-3-carbonyl)piperidine-1-carbonyl)-2-azabicyclo[2.2.2]octane-2-carboxylate